N-(6-(5-(3-fluoro-4-((4-methylpyrimidin-2-yl)oxy)phenyl)-4-((4-methoxybenzyl)amino)-7-methyl-5H-pyrrolo[3,2-d]pyrimidin-6-yl)-5-methoxypyridin-3-yl)-3-(phenylsulfonyl)propanamide FC=1C=C(C=CC1OC1=NC=CC(=N1)C)N1C(=C(C=2N=CN=C(C21)NCC2=CC=C(C=C2)OC)C)C2=C(C=C(C=N2)NC(CCS(=O)(=O)C2=CC=CC=C2)=O)OC